BrC=1C(=CC2=CC=CC=C2C1)CCNC(OC(C)(C)C)=O tert-butyl (2-(3-bromonaphthalen-2-yl)ethyl)carbamate